COCC1=NC=CC=N1 Methoxymethylpyrimidine